NC(C(C)C)C=1C=NC(=NC1)C1=C(C=C(C#N)C=C1)OC=1N(N=C(C1)C1=NC=CC=C1)C 4-[5-(1-amino-2-methylpropyl)pyrimidin-2-yl]-3-(2-methyl-5-pyridin-2-ylpyrazol-3-yl)oxybenzonitrile